2-[1-(fluoromethyl)-2-oxabicyclo[2.1.1]hexan-4-yl]-7-isopropoxy-imidazo[1,2-a]pyridine-6-carboxylic acid FCC12OCC(C1)(C2)C=2N=C1N(C=C(C(=C1)OC(C)C)C(=O)O)C2